3,4-diisopropyl-pyrrole C(C)(C)C1=CNC=C1C(C)C